tert-butyl (2R,4S)-4-{5-[(tert-butoxycarbonyl)(methyl)amino]-4-carbamoyl-3-ethynylpyrazol-1-yl}-2-(methoxymethyl)pyrrolidine-1-carboxylate C(C)(C)(C)OC(=O)N(C1=C(C(=NN1[C@H]1C[C@@H](N(C1)C(=O)OC(C)(C)C)COC)C#C)C(N)=O)C